C[Si](C)(C)/C=1/C(=O)OC(\C1)=O trimethylsilyl-maleic anhydride